N-(1-(6,7-difluoro-4-oxo-3,4-dihydrophthalazin-1-yl)ethyl)-N-methyl-4H-thieno[3,2-b]pyrrole-5-carboxamide FC=1C=C2C(NN=C(C2=CC1F)C(C)N(C(=O)C1=CC2=C(N1)C=CS2)C)=O